C(CCC(=O)C)(=O)[O-].[Cu+2].C(CCC(=O)C)(=O)[O-] cupric levulinate